C(=O)O.CN1C[C@@H](CCC1)NC=1N=NC(=C2C1C=NC=C2)C2=C(C=C(C=C2)C(F)(F)F)C#CC N-[(3R)-1-methylpiperidin-3-yl]-1-[2-(prop-1-yn-1-yl)-4-(trifluoromethyl)phenyl]pyrido[3,4-d]pyridazin-4-amine formate